C1(=CC=CC=C1)N1C(CN(C2=CC=CC=C12)C1=CC=CC=C1)=O 1,4-diphenyl-3,4-dihydroquinoxalin-2(1H)-one